P(O)(O)(O)=O.ClC1=C(C(=C(C=C1OC)OC)Cl)NC(N(C)C1=NC=NC(=C1)NC1=CC=C(C=C1)N1CCN(CC1)CC)=O 3-(2,6-Dichloro-3,5-dimethoxy-phenyl)-1-{6-[4-(4-ethyl-piperazin-1-yl)-phenylamino]-pyrimid-4-yl}-1-methyl-urea monophosphoric acid salt